((3-(6-chlorobenzothiazol-2-yl)-3-methylbut-2-yl)oxy)ethan-1-ol ClC1=CC2=C(N=C(S2)C(C(C)OC(C)O)(C)C)C=C1